CC1(OC2=C(C1)C=C(C(=C2)N2CCOCC2)NC(=O)C2=CNC=1C2=NC=CC1)C N-(2,2-dimethyl-6-morpholino-3H-benzofuran-5-yl)-1H-pyrrolo[3,2-b]pyridine-3-carboxamide